ClC1=NN2C(N=C(C=C2)N2[C@H](C[C@@H](C2)O)C2=C(C=CC(=C2)F)F)=C1NC(=S)NC1C(C1)(F)F 1-(2-chloro-5-((2R,4S)-2-(2,5-difluorophenyl)-4-hydroxypyrrolidin-1-yl)pyrazolo[1,5-a]pyrimidin-3-yl)-3-(2,2-difluorocyclopropyl)thiourea